2-bromo-N-(2-methyl-5-(2-(2-methylpyrrolidin-1-yl)acetamido)pyridin-3-yl)pyrazolo[5,1-b]Thiazole-7-carboxamide BrC1=CN2C(S1)=C(C=N2)C(=O)NC=2C(=NC=C(C2)NC(CN2C(CCC2)C)=O)C